2,2-Di-methyl-1,3-dioxan-4,6-dion CC1(OC(CC(O1)=O)=O)C